N1=C(C=CC=C1)COCCCCN 4-(pyridin-2-ylmethoxy)butan-1-amine